L-phenylalanine benzyl ester C(C1=CC=CC=C1)OC([C@@H](N)CC1=CC=CC=C1)=O